C1(CC1)C1=NN(C=C1C1=NC=CC2=C1C=NN2C)[C@@H]2C[C@H](C2)CNC=2C=C1C(N(C(C1=CC2)=O)C2C(NC(CC2)=O)=O)=O 5-(((trans-3-(3-cyclopropyl-4-(1-methyl-1H-pyrazolo[4,3-c]pyridin-4-yl)-1H-pyrazol-1-yl)cyclobutyl)methyl)amino)-2-(2,6-dioxopiperidin-3-yl)isoindoline-1,3-dione